C(C)(C)(CC)O[Si](OC(C)(C)CC)OC(C)(C)CC tri(tert-pentoxy)silicon